C(C(C)C)(=O)OC(CCCC)O pentanediol isobutyrate